((1-(8-methoxyquinolin-4-yl)azepan-4-yl)methyl)phosphonic acid COC=1C=CC=C2C(=CC=NC12)N1CCC(CCC1)CP(O)(O)=O